FC1=CC=C(O1)C1=NC(=NC=C1C=1C=C2C(=CC=NC2=CC1)C)N 4-(5-Fluorofuran-2-yl)-5-(4-methylquinolin-6-yl)pyrimidin-2-amine